4-amino-3-[6-(2-butoxyphenyl)pyridine-3-ylazo]naphthalene NC1=C(C=CC2=CC=CC=C12)N=NC=1C=NC(=CC1)C1=C(C=CC=C1)OCCCC